C1CC12NCCC(C2)N2N=CC(=C2)C2=NC1=CC=CC=C1N=C2 2-(1-(4-azaspiro[2.5]octan-7-yl)-1H-pyrazol-4-yl)quinoxaline